tert-butyl 8-(4-(1H-pyrazol-5-yl)phenyl)-2,2-difluoro-7-azaspiro[3.5]non-5-ene-7-carboxylate N1N=CC=C1C1=CC=C(C=C1)C1N(C=CC2(CC(C2)(F)F)C1)C(=O)OC(C)(C)C